NC1=C(C(C(O1)C1=CC=C(C(=O)OC)C=C1)=O)OS(=O)(=O)CC1=CC=C(C=C1)F methyl 4-(5-amino-4-(((4-fluorobenzyl)sulfonyl)oxy)-3-oxo-2,3-dihydrofuran-2-yl)benzoate